(1S,9S)-6-(2-hydroxy-6-methylphenyl)-4-(2-(2-propenoyl)-2,6-diazaspiro[3.4]octan-6-yl)-3-azatricyclo[7.1.1.02,7]undeca-2,4,6-triene-5-carbonitrile OC1=C(C(=CC=C1)C)C=1C(=C(N=C2C3CC(CC12)C3)N3CC1(CN(C1)C(C=C)=O)CC3)C#N